C/C(=C/C(C)=O)/O[Fe](O\C(=C/C(C)=O)\C)O\C(=C/C(C)=O)\C tris[(Z)-1-methyl-3-oxobut-1-enoxy]iron